FC1=CC=C2C(=CNC2=C1SC)C1=NC(=NC=C1C(F)(F)F)N[C@@H]1CN(CCC1)C(=O)[O-] (S)-3-((4-(6-fluoro-7-(methylthio)-1H-indol-3-yl)-5-(trifluoromethyl)pyrimidin-2-yl)amino)piperidine-1-carboxylate